O=C(C(O)=C(O)[C@H](O)[C@@H](O)[C@@H](O)[C@H](O)[C@H](O)CO)O D-glycero-D-galacto-non-2-enonic acid